F[C@@]1([C@@H](C1)C(=O)OCC)CO cis-ethyl 2-fluoro-2-(hydroxymethyl)cyclopropane-carboxylate